tert-butyl 1-(1'-(2-carbamoyl-3-chlorophenyl)-2'-oxospiro[cyclohexane-1,3'-indolin]-6'-yl)piperidine-4-carboxylate C(N)(=O)C1=C(C=CC=C1Cl)N1C(C2(C3=CC=C(C=C13)N1CCC(CC1)C(=O)OC(C)(C)C)CCCCC2)=O